CCCCCCCCCCCCCCCC(=O)N[C@@H](CO[C@H]1[C@@H]([C@H]([C@@H]([C@H](O1)CO)O)O)O)[C@@H]([C@@H](CCCCCCCCCCC(C)C)O)O The molecule is an N-acyl-1-O-beta-D-glucosyl-4-hydroxy-15-methylhexadecasphinganine in which the acyl group has 16 carbons and 0 double bonds. It derives from a 15-methylhexadecaphytosphingosine.